C(C)S(=O)(=O)CC(=O)C=1N(C(=CN1)C1=CC=C(C=C1)OC(F)(F)F)C 2-(Ethylsulfonyl)-1-(1-methyl-5-(4-(trifluoromethoxy)phenyl)-1H-imidazol-2-yl)ethan-1-one